C(#N)CC(N1N=CC(=C1)C=1C2=C(N=CN1)NC=C2)C=2C=C(C=CC2)S(=O)(=O)NC2CC2 3-{2-cyano-1-[4-(7H-pyrrolo-[2,3-d]pyrimidin-4-yl)-1H-pyrazol-1-yl]ethyl}-N-cyclopropylbenzene-sulfonamide